2,5-dioxopyrrolidin-1-yl (1R,4E,6R)-6-({[(2,5-dioxopyrrolidin-1-yl)oxy]carbonyl}oxy)-1-methylcyclooct-4-ene-1-carboxylate O=C1N(C(CC1)=O)OC(=O)O[C@H]1/C=C/CC[C@](CC1)(C(=O)ON1C(CCC1=O)=O)C